tert-butyl 4-(5-(7-cyano-4-(isopropylamino)-5H-pyrido[3,2-b]indol-3-yl)isoxazol-3-yl)piperidine-1-carboxylate C(#N)C=1C=CC=2C3=C(NC2C1)C(=C(C=N3)C3=CC(=NO3)C3CCN(CC3)C(=O)OC(C)(C)C)NC(C)C